CC1=NOC(=C1C=1C=C2C(=NC1)N(C=C2C2=CN=CC(=N2)C(=O)O)[C@@H](C)C2=NC=CC=C2)C (S)-6-(5-(3,5-dimethylisoxazol-4-yl)-1-(1-(pyridin-2-yl)ethyl)-1H-pyrrolo[2,3-b]pyridin-3-yl)pyrazine-2-carboxylic acid